C1=NC=C(C2=CC=CC=C12)N1C(N(CC1C#N)C1CC(C1)=O)=O 3-(isoquinolin-4-yl)-2-oxo-1-(3-oxocyclobutyl)imidazolidine-4-carbonitrile